FC1=C(C(=O)N)C=C(C(=C1)NC1=NC=C2N(C(N(C2=N1)C1CCC(CC1)(C)O)=O)C)C 2-fluoro-4-((9-(cis-4-hydroxy-4-methylcyclohexyl)-7-methyl-8-oxo-8,9-dihydro-7H-purin-2-yl)amino)-5-methylbenzamide